2-(2-chlorophenyl)-N-(4-(((1-methyl-1H-imidazol-4-yl)oxy)methyl)-3-sulfamylphenyl)acetamide ClC1=C(C=CC=C1)CC(=O)NC1=CC(=C(C=C1)COC=1N=CN(C1)C)S(N)(=O)=O